methyl 4-(4-{[2,4-bis(trifluoromethyl)phenoxy]methyl}-3-methoxyphenyl)-6-oxo-2H,4H,5H,6H,7H-pyrazolo[3,4-b]pyridine-5-carboxylate FC(C1=C(OCC2=C(C=C(C=C2)C2C=3C(NC(C2C(=O)OC)=O)=NNC3)OC)C=CC(=C1)C(F)(F)F)(F)F